1-(1-acryloylpyrrolidin-3-yl)-3-(4-(trifluoromethyl)phenyl)-1H-pyrazolo[4,3-b]pyridine-5-carbonitrile C(C=C)(=O)N1CC(CC1)N1N=C(C2=NC(=CC=C21)C#N)C2=CC=C(C=C2)C(F)(F)F